5-[(octyl)oxy]-phenol C(CCCCCCC)OC=1C=CC=C(C1)O